N1=C(C=CC2=CN=CC=C12)C(=O)OC methyl 1,6-naphthyridine-2-carboxylate